(6-methylpyridin-2-yl)-5-(1,5-naphthyridin-2-yl)-1,3-thiazol-2-amine CC1=CC=CC(=N1)C=1N=C(SC1C1=NC2=CC=CN=C2C=C1)N